C(C=C)(=O)N1C[C@H](CCC1)C(=O)NC=1C=CC(=NC1)NC(=O)C=1N=C(SC1)C1=CC=NN1 (S)-N-(5-(1-acryloylpiperidine-3-carboxamido)pyridin-2-yl)-2-(1H-pyrazol-5-yl)thiazole-4-carboxamide